C1(CC1)C1=NC(=CC(=C1)C1=C(C=C(C#N)C=C1)C1=NN=CN1C)N1C(C2=CC(=CC=C2C1)CNCC(C)(C)OC)=O 4-[2-cyclopropyl-6-(6-{[(2-methoxy-2-methylpropyl)amino]methyl}-1-oxo-3H-isoindol-2-yl)pyridin-4-yl]-3-(4-methyl-1,2,4-triazol-3-yl)benzonitrile